OC1=C(C(=O)O)C(=CC=C1)OC1CN(C1)C([C@](N)(CO)C)=O 2-hydroxy-6-{[1-(2-methyl-D-seryl)azetidin-3-yl]oxy}benzoic acid